C([C@@H](CO)O)C(=O)C(=O)O The molecule is a 2-oxo monocarboxylic acid that is 2-oxopentanoic acid which is substituted at positions 4 and 5 by hydroxy groups (the 4S-enantiomer). It is a 2-oxo monocarboxylic acid, a ketoaldonic acid, a 4-hydroxy monocarboxylic acid, a 5-hydroxy monocarboxylic acid and a pentonic acid. It derives from a D-arabinonic acid. It is a conjugate acid of a 2-dehydro-3-deoxy-D-arabinonate. It is an enantiomer of a 2-dehydro-3-deoxy-L-arabinonic acid.